2-(3-chlorophenyl)cyclopropane ClC=1C=C(C=CC1)C1CC1